diphenyliodomethane C1(=CC=CC=C1)C(I)C1=CC=CC=C1